COC=1C=C2CC3(C(N(CC3)C3=NC(=C(C=C3)C=3C=NNC3)OC)=O)CC2=CC1 5-methoxy-1'-(6-methoxy-5-(1H-pyrazol-4-yl)pyridin-2-yl)-1,3-dihydrospiro[indene-2,3'-pyrrolidine]-2'-one